C(C=C)[Si](CC=C)(CC=C)OOC(C)(C)C t-butyl triallyl-silyl peroxide